5-(4-(2-(isopropylamino)-2-oxoethyl)piperazin-1-yl)-N,6-dimethyl-7-(trifluoromethyl)-thieno[3,2-b]pyridine-3-carboxamide C(C)(C)NC(CN1CCN(CC1)C1=C(C(=C2C(=N1)C(=CS2)C(=O)NC)C(F)(F)F)C)=O